2-(4-(2-chloro-6-oxo-1,6-dihydropyridine-3-carbonyl)piperazin-1-yl)-N-(5-(4-fluorophenoxy)pyridin-2-yl)propanamide ClC=1NC(C=CC1C(=O)N1CCN(CC1)C(C(=O)NC1=NC=C(C=C1)OC1=CC=C(C=C1)F)C)=O